CC1=C(C=NN1)C1=CC=2N=C(NC(C2S1)=O)[C@H]1N(CC(C1)N1CCCCC1)C(=O)OC(C)(C)C tert-butyl (2S)-2-[6-(5-methyl-1H-pyrazol-4-yl)-4-oxo-3,4-dihydrothieno[3,2-d]pyrimidin-2-yl]-4-piperidin-1-ylpyrrolidine-1-carboxylate